CC(C(=O)OCC)CC 2-methyl-butyric acid, ethyl ester